COCCOCN1C(=CC2=CC=CC(=C12)NCC1CCOCC1)C1=CC=CC=C1 (methoxyethoxymethyl)-2-phenyl-N-(tetrahydropyran-4-ylmethyl)-1H-indol-7-amine